3-[6-(2-chloro-4-fluoro-5-methoxy-phenyl)-3-(1-methylpyrazolo[4,3-c]pyridin-7-yl)-2,4-dioxo-thieno[3,2-d]pyrimidin-1-yl]propanenitrile ClC1=C(C=C(C(=C1)F)OC)C1=CC=2N(C(N(C(C2S1)=O)C=1C2=C(C=NC1)C=NN2C)=O)CCC#N